(R)-3-((tert-butyldimethylsilyl)oxy)pyrrolidine [Si](C)(C)(C(C)(C)C)O[C@H]1CNCC1